F[C@H]1CN(CC1)C1=CC=C(C=N1)C=1SC2=C(C=NC(=C2)N2CC3(CN(C3)C(=O)OC(C)(C)C)C2)N1 (R)-tert-butyl 6-(2-(6-(3-fluoropyrrolidin-1-yl)pyridin-3-yl)thiazolo[4,5-c]pyridin-6-yl)-2,6-diazaspiro[3.3]heptane-2-carboxylate